Cl.COC1=CC=C(C=C1)N1CC2(CC1)CCNCC2 2-(4-methoxyphenyl)-2,8-diazaspiro[4.5]decane hydrochloride